ClC=1C(=CC(=C(N)C1)F)OCC1=NC=CC=C1 5-chloro-2-fluoro-4-(2-pyridylmethoxy)aniline